FC(C(C(C(F)(F)F)(F)F)(F)F)(CCCCCCCCCCCCCCCCCCCC)F 1-(perfluorobutyl)eicosane